3-bromo-5-cyclopropyloxy-2-fluorobenzaldehyde BrC=1C(=C(C=O)C=C(C1)OC1CC1)F